C(CCC)(=O)NC(C=1C=C(C(=O)NCCCCNC(COC2=C3C(N(C(C3=CC=C2)=O)C2C(NC(CC2)=O)=O)=O)=O)C=CC1)C1=CC(=C2C=CC=NC2=C1O)Cl 3-(Butyramido(5-chloro-8-hydroxyquinolin-7-yl)methyl)-N-(4-(2-((2-(2,6-dioxopiperidin-3-yl)-1,3-dioxoisoindolin-4-yl)oxy)acetamido)butyl)benzamide